CNC1=CC=C(C=C1)S(=O)(=O)[O-] 4-(Methylamino)benzensulfonat